ClC=1C=C(C=C(C1)Cl)C1=NC(=CC(=C1)CN1CCC(CC1)CC(=O)OC)OC=1C=NC(=NC1)N1CCN(CC1)C[C@@H](C)O (R)-Methyl 2-(1-((2-(3,5-dichlorophenyl)-6-((2-(4-(2-hydroxypropyl)piperazin-1-yl)pyrimidin-5-yl)oxy)pyridin-4-yl)methyl)piperidin-4-yl)acetate